ClC=1C=C(C(=O)NC=2C(=NC=CC2)OC)C=CC1[N+](=O)[O-] 3-chloro-N-(2-methoxypyridin-3-yl)-4-nitrobenzamide